Hexanoic acid C(CCCCC)(=O)O